2-(3-pentyl-4-methoxyphenoxy)pyridine C(CCCC)C=1C=C(OC2=NC=CC=C2)C=CC1OC